CN1CCC(CC1)NC1=CC=C(C(=O)NC2=CC(=NN2)C=2C=CC3=C(N(C=N3)C3=CC=CC=C3)C2)C=C1 4-((1-methylpiperidin-4-yl)amino)-N-(3-(1-phenyl-1H-benzo[d]imidazol-6-yl)-1H-pyrazol-5-yl)benzamide